bis[(ethoxycarbonyl)oxy]methyl {[(2R,3S,4R,5R)-5-[6-chloro-4-(cyclopentylamino)-1H-pyrazolo[3,4-d]pyrimidin-1-yl]-3,4-dihydroxyoxolan-2-yl]methoxy}methanephosphonate ClC1=NC(=C2C(=N1)N(N=C2)[C@H]2[C@@H]([C@@H]([C@H](O2)COCP([O-])(=O)OC(OC(=O)OCC)OC(=O)OCC)O)O)NC2CCCC2